BrC=1C=C(C=C(C1)Cl)N1N=CC(=C1)CO (1-(3-bromo-5-chlorophenyl)-1H-pyrazol-4-yl)methanol